ClC=1C=C(C=2C[C@H](CC2C1)NC=1N=CC2=C(N1)CCN(C2=O)C2CCOCC2)C#N (S)-6-chloro-2-((5-oxo-6-(tetrahydro-2H-pyran-4-yl)-5,6,7,8-tetrahydropyrido[4,3-d]pyrimidin-2-yl)amino)-2,3-dihydro-1H-indene-4-carbonitrile